S1C2=C(C=C1)C(=CC=C2)N2CCN(CC2)CCCCOC2=CC=C1CCC(N(C1=C2)COC(CCCCCCCCCC)=O)=O Undecanoic acid 7-[4-(4-benzo[b]thiophen-4-ylpiperazin-1-yl)butoxy]-2-oxo-3,4-dihydro-2H-quinolin-1-ylmethyl ester